ClC1=NC(=CC=C1S(=O)(=O)N)Cl 2,6-dichloropyridine-3-sulfonamide